3-(5-(((1S,2S)-2-(3-(2-methoxyphenyl)azetidin-1-yl)cyclohexyl)oxy)-1-oxoisoindolin-2-yl)piperidine-2,6-dione COC1=C(C=CC=C1)C1CN(C1)[C@@H]1[C@H](CCCC1)OC=1C=C2CN(C(C2=CC1)=O)C1C(NC(CC1)=O)=O